3-(2-(5-(5-(1-(1H-pyrrolo[2,3-b]pyridin-4-yl)ethoxy)-1H-indazol-3-yl)pyridin-2-yl)-2,7-diazaspiro[3.5]nonan-7-yl)-3-oxopropanenitrile N1C=CC=2C1=NC=CC2C(C)OC=2C=C1C(=NNC1=CC2)C=2C=CC(=NC2)N2CC1(C2)CCN(CC1)C(CC#N)=O